C1(=C(C(=C(C(=C1[2H])[2H])[2H])[2H])[2H])CS(=O)(=O)OC1=C(OC(C1=O)C1=C(C(=C(C(=C1[2H])[2H])C(F)(F)F)[2H])[2H])N([2H])[2H] 2-(amino-d2)-4-oxo-5-(4-(trifluoromethyl)phenyl-2,3,5,6-d4)-4,5-dihydrofuran-3-yl (phenyl-d5)methanesulfonate